glyceryl caprate (GLYCERYL CAPRATE) C(C(O)CO)C(C(O)=O)CCCCCCCC.O(C(=O)CCCCCCCCC)CC(O)CO